ClC=1C(=C(C=CC1)NC1=C(NC2=C1C(NC[C@@]21CN(CC1)C(=O)NC)=O)C1=C(C=NC=C1)F)OC (3S)-3'-[(3-chloro-2-methoxyphenyl)amino]-2'-(3-fluoropyridin-4-yl)-N-methyl-4'-oxo-5',6'-dihydro-1'H-spiro[pyrrolidine-3,7'-pyrrolo[3,2-c]pyridine]-1-carboxamide